FC1(C(CNC1)CNC(=O)[C@H]1CN(C[C@H](O1)C)C1=C2C=CC=NC2=C(C=C1)C(F)(F)F)F (2R,6R)-N-[(4,4-difluoropyrrolidin-3-yl)methyl]-6-methyl-4-[8-(trifluoromethyl)-5-quinolyl]morpholine-2-carboxamide